COC=1C=C(C=CC1[N+](=O)[O-])S(=O)(=O)N1CC2(COC2)C1 6-((3-methoxy-4-nitrophenyl)sulfonyl)-2-oxa-6-azaspiro[3.3]heptane